(2S)-2-amino-4-cyclobutyl-butyric acid N[C@H](C(=O)O)CCC1CCC1